trans-4-(1,5-dimethyl-1H-pyrazol-4-yl)-1-methylpyrrolidin-3-amine hydrochloride Cl.CN1N=CC(=C1C)[C@H]1[C@@H](CN(C1)C)N